BrC=1SC(=C(N1)C(=O)OCC)C(C)(F)F ethyl 2-bromo-5-(1,1-difluoroethyl)thiazole-4-carboxylate